O[C@H]1C[C@@H](CCC1)NC(CN1N=C(N2C(C1=O)=CC1=C2N=CS1)C(C)C)=O N-((1R,3R)-3-Hydroxycyclohexyl)-2-(5-isopropyl-8-oxothiazolo[5',4':4,5]pyrrolo[1,2-d][1,2,4]triazin-7(8H)-yl)acetamid